P(O)(O)(O)=O.[Fe] iron phosphoric acid